N-(3,3-difluoropiperidin-4-yl)-5-((6-methoxypyridin-2-yl)methoxy)-2-methylbenzofuran FC1(CNCCC1N1C(C=CC=C1OC)COC=1C=CC2=C(C=C(O2)C)C1)F